C(C)N(C(C(C)C)=O)[C@@H]1CN(CC1)C=1C(=NC2=CC(=C(C=C2N1)F)F)OCCNC(OC(C)(C)C)=O tert-butyl (s)-(2-((3-(3-(N-ethylisobutyramido)pyrrolidin-1-yl)-6,7-difluoroquinoxalin-2-yl)oxy)ethyl)carbamate